2,4,6-Trichloro-5-iodopyrimidine ClC1=NC(=C(C(=N1)Cl)I)Cl